C12CNCC(C1OCC1=C(C=C(C=C1)NC(CC1=C(C=CC=C1)Cl)=O)S(N)(=O)=O)C2 N-(4-(((3-azabicyclo[3.1.1]heptan-6-yl)oxy)methyl)-3-sulfamoylphenyl)-2-(2-chlorophenyl)acetamide